FC1=C(C(=O)C(CCC#N)(C#CC2=CC=CC=C2)C)C=CC=C1 4-(2-fluorobenzoyl)-4-methyl-6-phenyl-5-hexynonitrile